C(C)(C)(C)C1=NN=C(O1)C(=O)N1[C@H](C2=C(CC1)NC=N2)C2=NN1C(C=CC=C1C(F)F)=C2 (R)-(5-(tert-butyl)-1,3,4-oxadiazol-2-yl)(4-(7-(difluoromethyl)pyrazolo[1,5-a]pyridin-2-yl)-6,7-dihydro-1H-imidazo[4,5-c]pyridin-5(4H)-yl)methanone